1H-pyrazol-1-yl-propionitrile N1(N=CC=C1)C(C#N)C